CN(C)CCCN1C(CCC1)=O N-dimethylaminopropyl-pyrrolidone